(R)-6-chloro-3-((1-(2-(2-methoxypyrimidin-5-yl)-3,6-dimethyl-4-oxo-3,4-dihydroquinazolin-8-yl)ethyl)amino)-N-(methylsulfonyl)picolinamide ClC1=CC=C(C(=N1)C(=O)NS(=O)(=O)C)N[C@H](C)C=1C=C(C=C2C(N(C(=NC12)C=1C=NC(=NC1)OC)C)=O)C